fluoromethyl fluoropropyl ether FCCCOCF